N-(4-(4-(4-methylpiperazin-1-yl)piperidin-1-yl)-2-(((R)-1,1,1-trifluoropropan-2-yl)oxy)phenyl)-6-((R)-3-phenylisooxazolidin-2-yl)pyrimidin-4-amine CN1CCN(CC1)C1CCN(CC1)C1=CC(=C(C=C1)NC1=NC=NC(=C1)N1OCC[C@@H]1C1=CC=CC=C1)O[C@@H](C(F)(F)F)C